3,3-dimethyl-2-(2,2,2-trifluoroacetylamino)butyramide CC(C(C(=O)N)NC(C(F)(F)F)=O)(C)C